ON(C[C@H](C=1C=NN(C1C(F)(F)F)C)C(C(=O)OCC)C(=O)OCC)O diethyl 2-[(1S)-2-(dihydroxyamino)-1-[1-methyl-5-(trifluoro-methyl)pyrazol-4-yl] ethyl]propanedioate